NC=1C=CC(=NC1)NC(=O)C=1SC2=C(N1)C=CC=C2 N-(5-aminopyridin-2-yl)benzo[d]thiazole-2-carboxamide